C(C(=C)C)(=O)OC[Si](OCC)(OCC)OCC methacryloyloxymethyltriethoxysilane